C(C)OC1=CC=C(C=C1)/C=C/C(=O)N[C@@H](CC1=CC=CC=C1)C(=O)OCC Ethyl (E)-(3-(4-ethoxyphenyl)acryloyl)-L-phenylalaninate